COC1=C(C=C(C(=C1)[N+](=O)[O-])S(=O)(=O)O)N1[NH2+]C(=NN1C1=C(C=C(C(=C1)S(=O)(=O)O)[N+](=O)[O-])OC)C(=O)NC1=CC=CC=C1 2,3-bis(2-methoxy-4-nitro-5-sulfophenyl)-5-[(phenylamino)-carbonyl]-2H-tetrazolium